The molecule is a hydrochloride and a member of aminoacridines. It has a role as a fluorochrome. It contains an acridine yellow cation. [H+].CC1=CC2=CC3=C(C=C(C(=C3)C)N)N=C2C=C1N.[Cl-]